[OH-].C(CCCCCCCCCCCCCCC)C[N+](C)(C)CCCCCCCCCCCCCCCC cetyl-(cetyl)trimethylammonium hydroxide